ClC1=NN2C=3CCCN(C3C=NC2=C1)C1=CC=C(C=C1)[C@@H](C(F)(F)F)N(C(C(C)C)=O)C N-[(1S)-1-(4-{4-chloro-2,3,7,10-tetraazatricyclo[7.4.0.02,6]trideca-1(9),3,5,7-tetraen-10-yl}phenyl)-2,2,2-trifluoroethyl]-N,2-dimethylpropanamide